[6-(3-cyclopropyl-1,2,4-triazol-1-yl)-2-azaspiro[3.3]heptan-2-yl]-[6-[1-(2,2,2-trifluoroethyl)pyrazol-4-yl]oxy-2-azaspiro[3.3]heptan-2-yl]methanone C1(CC1)C1=NN(C=N1)C1CC2(CN(C2)C(=O)N2CC3(C2)CC(C3)OC=3C=NN(C3)CC(F)(F)F)C1